PentaN CCCCC